tert-butyl (2R)-2-[3-[1-(2,6-dioxo-3-piperidyl)-3-methyl-2-oxo-benzimidazol-4-yl]prop-2-ynoxymethyl]morpholine-4-carboxylate O=C1NC(CCC1N1C(N(C2=C1C=CC=C2C#CCOC[C@H]2CN(CCO2)C(=O)OC(C)(C)C)C)=O)=O